FC=1C=C(NC(C#N)(C)C)C=CC1O 2-(3-fluoro-4-hydroxy-anilino)-2-methyl-propionitrile